2-hydrazineyl-5-(methylsulfinyl)pyridine N(N)C1=NC=C(C=C1)S(=O)C